4-oxo-butane O=CCCC